C(C)(C)(C)OC(=O)N1CCC(CC1)C1=NC=NC(=C1)C1=NN(C2=CC=C(C=C12)OC1(CC1)C)COCC[Si](C)(C)C 4-[6-[5-(1-methylcyclopropoxy)-1-(2-trimethylsilylethoxymethyl)indazol-3-yl]pyrimidin-4-yl]piperidine-1-carboxylic acid tert-butyl ester